N-(4-ethynylbenzyl)-N-(4-methoxyphenethyl)-7-methyl-7H-pyrrolo[2,3-d]pyrimidin-2-amine C(#C)C1=CC=C(CN(C=2N=CC3=C(N2)N(C=C3)C)CCC3=CC=C(C=C3)OC)C=C1